6-bromo-7-(triazol-2-yl)-1H-indole-3-sulfonyl chloride BrC1=CC=C2C(=CNC2=C1N1N=CC=N1)S(=O)(=O)Cl